5-[(4R,9aR)-8-[5-[2-[(3S,4S)-3-amino-4-methoxy-pyrrolidin-1-yl]ethyl]-2-pyridyl]-4-methyl-3,4,6,7,9,9a-hexahydro-1H-pyrazino[1,2-a]pyrazin-2-yl]-2-deuterio-quinoline-8-carbonitrile N[C@H]1CN(C[C@@H]1OC)CCC=1C=CC(=NC1)N1C[C@@H]2N([C@@H](CN(C2)C2=C3C=CC(=NC3=C(C=C2)C#N)[2H])C)CC1